difluoro bisoxalate phosphate P(=O)(O)(O)O.C(C(=O)O)(=O)OF.C(C(=O)O)(=O)OF